NOC(O)=O aminocarbonic acid